(2S,5R)-1-(2,2'-dimethoxy-[1,1'-biphenyl]-4-carbonyl)-5-(2-fluorophenyl)pyrrolidine-2-carboxylic acid COC1=C(C=CC(=C1)C(=O)N1[C@@H](CC[C@@H]1C1=C(C=CC=C1)F)C(=O)O)C1=C(C=CC=C1)OC